(E)-4-((5-(dimethylamino)thiophen-2-yl)methylene)-3-(4-(trifluoromethyl)phenyl)isoxazol-5(4H)-one CN(C1=CC=C(S1)\C=C\1/C(=NOC1=O)C1=CC=C(C=C1)C(F)(F)F)C